C(C)(C)(C)OC(=O)C1=CC=C2C(OC3(C2=C1)C1=CC=C(C=C1C(C=1C=C(C=CC13)OS(=O)(=O)C(F)(F)F)(C)C)N1CC(C1)C(=O)OC)=O methyl 1-(6'-(tert-butoxycarbonyl)-10,10-dimethyl-3'-oxo-3-(((trifluoromethyl)sulfonyl)oxy)-3'H,10H-spiro[anthracene-9,1'-isobenzofuran]-6-yl)azetidine-3-carboxylate